ClC=1C=C(C=CC1)N1N=CC(=C1)[C@@H](C(=O)NC1=CC(=NN1)C1C(C1)(F)F)C (S)-2-(1-(3-chlorophenyl)-1H-pyrazol-4-yl)-N-(3-(2,2-difluorocyclopropyl)-1H-pyrazol-5-yl)propanamide